2-(6-Bromo-7-hydroxybenzo[d]thiazol-2-yl)isoindoline-1,3-dione BrC1=C(C2=C(N=C(S2)N2C(C3=CC=CC=C3C2=O)=O)C=C1)O